7-(4-(1-(4-chloro-3-(trifluoromethyl)phenylamino)vinylamino)phenoxy)-3-methyl-1H-imidazo[4,5-b]pyridin-2(3H)-one ClC1=C(C=C(C=C1)NC(=C)NC1=CC=C(OC2=C3C(=NC=C2)N(C(N3)=O)C)C=C1)C(F)(F)F